(2Z)-pentylidenecyclopentanone C(/CCCC)=C\1/C(CCC1)=O